3-(1,4-dimethyl-1H-benzo[d][1,2,3]triazol-5-yl)-3-(3-((S)-2-methyl-2,3-dihydrobenzo[f][1,4]oxazepin-4(5H)-yl)-2,3-dihydro-1H-inden-5-yl)propanoic acid, formic acid salt C(=O)O.CN1N=NC2=C1C=CC(=C2C)C(CC(=O)O)C=2C=C1C(CCC1=CC2)N2C[C@@H](OC1=C(C2)C=CC=C1)C